Methyl 1-chloroisoquinoline-8-carboxylate ClC1=NC=CC2=CC=CC(=C12)C(=O)OC